FC=1C=C(C=CC1OC)CC(=O)C1=CC(=C(C(=C1)OC)OC)OC (3-fluoro-4-methoxyphenyl)-1-(3,4,5-trimethoxyphenyl)ethan-1-one